7-methyl-5-oxa-2-azaspiro[3.5]nonane hydrochloride Cl.CC1COC2(CNC2)CC1